(2E)-N-(5-fluoro-2-methylpyridin-3-yl)-3-[3-methyl-1-(oxan-2-yl)indazol-6-yl]prop-2-enamide FC=1C=C(C(=NC1)C)NC(\C=C\C1=CC=C2C(=NN(C2=C1)C1OCCCC1)C)=O